ClC1=C2C(N(C(NC2=C(C=C1)S(=O)(=O)C1=CC(=C2C=CN(C2=C1)C1CCCC1)F)=O)O)=O 5-chloro-8-((1-cyclopentyl-4-fluoro-1H-indol-6-yl)sulfonyl)-3-hydroxyquinazoline-2,4(1H,3H)-dione